1-(2-(6-(Difluoromethyl)imidazo[1,2-a]pyrazin-3-yl)pyrimidin-4-yl)-N,N-dimethylpiperidine-3-sulfonamide FC(C=1N=CC=2N(C1)C(=CN2)C2=NC=CC(=N2)N2CC(CCC2)S(=O)(=O)N(C)C)F